FC1=C(C(=O)N2CCOC3(CN(C3)C(=O)OC(C)(C)C)C2)C(=CC=C1)N1N=CC=N1 tert-butyl 8-(2-fluoro-6-(2H-1,2,3-triazol-2-yl) benzoyl)-5-oxa-2,8-diazaspiro[3.5]nonane-2-carboxylate